ClC1=C(C=CC=C1)CN1N=C(C=C1C1=CC(=CC=C1)C#N)COC(C(=O)O)(C)C 2-([1-[(2-Chlorophenyl)methyl]-5-(3-cyano-phenyl)-1H-pyrazol-3-yl]methoxy)-2-methylpropionic acid